NC1=CC2=C(N(C(O2)=O)C)C(=C1C(C1=C(C=CC(=C1)F)Cl)=O)Br 6-amino-4-bromo-5-(2-chloro-5-fluorobenzoyl)-3-methylbenzo[D]oxazol-2(3H)-one